4-(5-fluoro-2-methyl-phenyl)sulfonylmorpholin FC=1C=CC(=C(C1)S(=O)(=O)N1CCOCC1)C